N-(4-(4-((cyclohexylmethyl)sulfonamido)phenyl)-1H-pyrrolo[2,3-b]pyridin-6-yl)cyclopropylcarboxamide C1(CCCCC1)CS(=O)(=O)NC1=CC=C(C=C1)C1=C2C(=NC(=C1)NC(=O)C1CC1)NC=C2